CN([C@@H](C(C)C)C(=O)O)C(=O)C1CN(C1)C(=O)[C@H]1N(CC1)C(C1=CC=CC=C1)(C1=CC=CC=C1)C1=CC=CC=C1 N-methyl-N-(1-((S)-1-tritylazetidine-2-carbonyl)azetidine-3-carbonyl)-L-valine